1-(4-Chloro-3-methylphenyl)-3-(4-methyl-5-(2-(methylamino)-pyrimidin-4-yl)thiazol-2-yl)urea ClC1=C(C=C(C=C1)NC(=O)NC=1SC(=C(N1)C)C1=NC(=NC=C1)NC)C